7-{2-[4-(1,2-Benzoisoxazol-3-yl)piperidin-1-yl]ethyl}-6,7-dihydro-1,7-naphthyridin-8(5H)-one O1N=C(C2=C1C=CC=C2)C2CCN(CC2)CCN2CCC=1C=CC=NC1C2=O